BrC1=NN(C2=C1N=C(N=C2NCCCC)NC(=O)OC)CC2=C(C=C(C(=O)OC)C=C2)OC methyl 4-((3-bromo-7-(butylamino)-5-((methoxycarbonyl) amino)-1H-pyrazolo[4,3-d]pyrimidin-1-yl) methyl)-3-methoxybenzoate